C(CCCCCCCC)(=O)OCCCN(C(C=CC(NCCOCCN(C)C)=O)=O)CCCOC(CCCCCCCC)=O 2-methyl-9,12-dioxo-13-{3-[(1-oxononyl) oxy] propyl}-5-oxa-2,8,13-triazahexadec-10-en-16-yl nonanoate